N-(2-Aminophenyl)-4-[N-(pyridine-3-ylmethoxycarbonyl)aminomethyl]benzamide NC1=C(C=CC=C1)NC(C1=CC=C(C=C1)CNC(=O)OCC=1C=NC=CC1)=O